(2-{[2-(aminomethyl)-4-(6-aminopyridin-3-yl)-6-chlorophenyl]sulfanyl}pyridin-3-yl)methanol HCl salt Cl.NCC1=C(C(=CC(=C1)C=1C=NC(=CC1)N)Cl)SC1=NC=CC=C1CO